BrC1=NN2C(N=C(C=C2N[C@@H]2C[C@@H](CCC2)NC2=NC=CC3=C2N(C=N3)C)C(F)(F)F)=C1 (1S,3R)-N1-(2-Bromo-5-(trifluoromethyl)pyrazolo[1,5-a]pyrimidin-7-yl)-N3-(3-methyl-3H-imidazo[4,5-c]pyridin-4-yl)cyclohexane-1,3-diamine